CSC1=NC=C2C(=N1)N(N(C2=O)CC=C)C2=CC=CC(=N2)OC2CC1CCC(C2)N1C(=O)OC(C)(C)C tert-butyl 3-({6-[6-(methylsulfanyl)-3-oxo-2-(prop-2-en-1-yl)-1H,2H,3H-pyrazolo[3,4-d]pyrimidin-1-yl]pyridin-2-yl}oxy)-8-azabicyclo[3.2.1]octane-8-carboxylate